N-[2-Chloro-5-(2-chlorophenyl)-6-[(4-methoxyphenyl)methyl]-7-oxo-5H,6H,7H-pyrrolo[3,4-b]pyridin-4-yl]-1,2-benzothiazole-3-carboxamide ClC1=CC(=C2C(=N1)C(N(C2C2=C(C=CC=C2)Cl)CC2=CC=C(C=C2)OC)=O)NC(=O)C2=NSC1=C2C=CC=C1